BrC=1C=C2C=C(C(=NC2=CC1)OC)CC1=CC(=C(C=C1)OC)F 6-bromo-3-(3-fluoro-4-methoxybenzyl)-2-methoxyquinoline